carboxy-borane C(=O)(O)B